(4-bromo-3-methylbenzyl)-5-fluoro-2-methoxybenzamide BrC1=C(C=C(CC=2C(=C(C(=O)N)C=C(C2)F)OC)C=C1)C